(R)-4-(4-methyl-3-(tetradecylcarbamoyl)piperazine-1-carbonyl)benzoic acid CN1[C@H](CN(CC1)C(=O)C1=CC=C(C(=O)O)C=C1)C(NCCCCCCCCCCCCCC)=O